31-(2,5-Dihydro-2,5-dioxo-1H-pyrrol-1-yl)-29-oxo-4,7,10,13,16,19,22,25-octaoxa-28-azahentriacontanoic acid 2,5-dioxo-1-pyrrolidinyl ester O=C1N(C(CC1)=O)OC(CCOCCOCCOCCOCCOCCOCCOCCOCCNC(CCN1C(C=CC1=O)=O)=O)=O